FC1(C(C1)N1N=C(C(=C1)C1=NC(=CC=C1C(C)O)N1C=NC2=C1C=CC(=C2)NC=2N=NC(=CC2)C)C)F 1-[2-[1-(2,2-difluorocyclopropyl)-3-methyl-pyrazol-4-yl]-6-[5-[(6-methylpyridazin-3-yl)amino]benzimidazol-1-yl]-3-pyridinyl]ethanol